(4-(4-methyl-1H-imidazol-2-yl)piperidin-1-yl)(4-(2-methyl-1H-indol-3-yl)phenyl)methanone CC=1N=C(NC1)C1CCN(CC1)C(=O)C1=CC=C(C=C1)C1=C(NC2=CC=CC=C12)C